FC(C1=NN=C(O1)C1=CC=C(CN2C(C3=CC=CC=C3C(C2=O)(C)C)=O)C=C1)F 2-(4-(5-(difluoromethyl)-1,3,4-oxadiazole-2-yl)benzyl)-4,4-dimethylisoquinoline-1,3(2H,4H)-dione